O=C1NC(CCC1N1C(C2=CC=C(C=C2C1=O)NCCOCCNC(OC(C)(C)C)=O)=O)=O tert-butyl (2-(2-((2-(2,6-dioxopiperidin-3-yl)-1,3-dioxoisoindolin-5-yl)amino)ethoxy)ethyl)-carbamate